N-(3-((4-(2-(4-(2-chloroethoxy)-3-cyano-5-methoxyphenyl)propan-2-yl)phenyl)ethynyl)pyrazin-2-yl)methanesulfonamide ClCCOC1=C(C=C(C=C1OC)C(C)(C)C1=CC=C(C=C1)C#CC=1C(=NC=CN1)NS(=O)(=O)C)C#N